COC1=C(C=C(C=C1)OC1=CC=C(C=C1)C(F)(F)F)NC(=O)C1N(C(CC1)=S)C N-(2-Methoxy-5-(4-(trifluoromethyl)phenoxy)phenyl)-1-methyl-5-thioxo-pyrrolidine-2-carboxamide